3-fluoro-4-((3-(4-(methoxymethyl)benzyl)-1-methylureido)methyl)piperidine-1-carboxylic acid tert-butyl ester C(C)(C)(C)OC(=O)N1CC(C(CC1)CN(C(=O)NCC1=CC=C(C=C1)COC)C)F